NC1=NC=CC(=N1)OC1=CC=C(C=C1)NC(=O)NC1=CC(=C(C=C1)CN1CCN(CC1)C)C(F)(F)F 1-[4-(2-aminopyrimidin-4-yl)oxyphenyl]-3-[4-[(4-methylpiperazin-1-yl)methyl]-3-(trifluoromethyl)phenyl]urea